bis[4-(4-maleimidophenoxy)phenyl]hexafluoropropane C1(C=CC(N1C1=CC=C(OC2=CC=C(C=C2)C(C(F)(F)F)(C(F)(F)F)C2=CC=C(C=C2)OC2=CC=C(C=C2)N2C(C=CC2=O)=O)C=C1)=O)=O